bis-(4-formylphenyl)-aniline C(=O)C1=CC=C(C=C1)N(C1=CC=CC=C1)C1=CC=C(C=C1)C=O